N-((5-(2-chloro-4-(trifluoromethyl)phenyl)-1,2,4-oxadiazol-3-yl)methyl)-4-(trifluoromethyl)pyridine-3-carboxamide ClC1=C(C=CC(=C1)C(F)(F)F)C1=NC(=NO1)CNC(=O)C=1C=NC=CC1C(F)(F)F